5-(2,6-bis(difluoromethyl)phenoxy)-4-bromo-1-methylpyridin-2(1H)-one FC(C1=C(OC=2C(=CC(N(C2)C)=O)Br)C(=CC=C1)C(F)F)F